C(CCCCCCCCCCCCCCCCC)/C(/C(=O)[O-])=C\C(=O)[O-].[Na+].BrC1=CC=C(C=C1)C=1C(=C(N(N1)C)C1=C(C(=O)NC)C=CC(=C1)C(F)(F)F)C.[Na+] [5-(4-bromophenyl)-2,4-dimethyl-pyrazol-3-yl]-N-methyl-4-(trifluoromethyl)benzamide Sodium Stearyl-Fumarate